1,3,4,5-tetrahydro-2H-chromeno[3,4-c]pyridine C1C2=C(CNC1)COC=1C=CC=CC12